C1(=NCCC2=CC=CC=C12)CN (3,4-dihydroisoquinolin-1-yl)methylamine